5-amino-3-[2-fluoro-4-[[(5-fluoro-2-methoxybenzoyl)amino]methyl]phenyl]-1-(2,2,2-trifluoroethyl)pyrazole-4-carboxamide NC1=C(C(=NN1CC(F)(F)F)C1=C(C=C(C=C1)CNC(C1=C(C=CC(=C1)F)OC)=O)F)C(=O)N